ClC1=CC=C(C=C1)[C@H](CC1=NOC(=N1)CN1C(N(C(=CC1=O)C)C)=O)F 3-({3-[(2S)-2-(4-chlorophenyl)-2-fluoroethyl]-1,2,4-oxadiazol-5-yl}methyl)-1,6-dimethylpyrimidine-2,4-dione